N=1N=C(NC1)C=1C=C(C=CC1)NC1=CC2=C(C=N1)C=C(N2)C2=CC(=NC=C2)C#N 4-(6-(3-(4H-1,2,4-triazol-3-yl)phenylamino)-1H-pyrrolo[3,2-c]pyridin-2-yl)pyridinecarbonitrile